C(C)PCC.[Al] Aluminum diethylphosphine